C(C)(C)(C)C1=C(OCC(=O)NC2=CC=C(C=C2)F)C=CC=C1 2-(2-(tert-butyl)phenoxy)-N-(4-fluorophenyl)acetamide